N-(7-chloro-6-(1-(4-hydroxy-3-methyltetrahydrofuran-3-yl)piperidin-4-yl)isoquinolin-3-yl)-2-(1,3-dimethyl-1H-pyrazol-4-yl)acetamide ClC1=C(C=C2C=C(N=CC2=C1)NC(CC=1C(=NN(C1)C)C)=O)C1CCN(CC1)C1(COCC1O)C